NCC(CN1N=CN(C1=O)C1=C(C(=CC=C1)C=1C=NN(C1)CC)C)=C(F)F 2-[2-(aminomethyl)-3,3-difluoro-allyl]-4-[3-(1-ethylpyrazol-4-yl)-2-methyl-phenyl]-1,2,4-triazol-3-one